3-(4-((3-(azocan-1-ylmethyl)benzyl)thio)-1-oxoisoindolin-2-yl)piperidine-2,6-dione N1(CCCCCCC1)CC=1C=C(CSC2=C3CN(C(C3=CC=C2)=O)C2C(NC(CC2)=O)=O)C=CC1